2,2-diphenylacetamide C1(=CC=CC=C1)C(C(=O)N)C1=CC=CC=C1